bromo-2-(2-hydroxyethyl)-N-methylbenzenesulfonamide BrC=1C(=C(C=CC1)S(=O)(=O)NC)CCO